CN1N=C2N(C=CC(=C2)N2CCOC3=C2C=CC(=C3)C(=O)NN)C1=O 4-{2-methyl-3-oxo-[1,2,4]triazolo[4,3-a]pyridin-7-yl}-2,3-dihydro-1,4-benzoxazine-7-carbohydrazide